N1=C(C=CC=C1)C1=NC=C(C=N1)NCCN1CCCC1 2-(pyridin-2-yl)-N-(2-(pyrrolidin-1-yl)ethyl)pyrimidin-5-amine